N(=[N+]=[N-])C1=CC=C(C=C2C(C(CC(C2)C)=CC2=CC=C(C=C2)N=[N+]=[N-])=O)C=C1 2,6-bis-(4'-azidobenzal)-4-methylcyclohexanone